(3R)-7-((2S,5R)-4-acryloyl-2,5-dimethylpiperazin-1-yl)-9-chloro-10-(2,4-difluorophenyl)-3-((1,1-dioxidothiomorpholino)methyl)-2H-[1,4]oxazino[2,3,4-ij]quinazolin-5(3H)-one C(C=C)(=O)N1C[C@@H](N(C[C@H]1C)C1=NC(N2C3=C(C(=C(C=C13)Cl)C1=C(C=C(C=C1)F)F)OC[C@H]2CN2CCS(CC2)(=O)=O)=O)C